(Z)-6-acetyl-3-benzylidene-2-[methyl-(2-pyridyl)amino]isoindolin-1-one C(C)(=O)C1=CC=C2/C(/N(C(C2=C1)=O)N(C1=NC=CC=C1)C)=C/C1=CC=CC=C1